CC(C(C)O)(CCCCCC)O 3-Methylnonan-2,3-diol